[1-(2-bromo-5-chloro-phenyl)-4-piperidyl]oxy-tert-butyl-dimethyl-silane BrC1=C(C=C(C=C1)Cl)N1CCC(CC1)O[Si](C)(C)C(C)(C)C